(S)-2-piperidinecarboxylic acid N1[C@@H](CCCC1)C(=O)O